3-methyl-2-(1,3-dithian-2-yl)-1H-indole CC1=C(NC2=CC=CC=C12)C1SCCCS1